3-(Oxazol-2-yl)benzenesulfonamide O1C(=NC=C1)C=1C=C(C=CC1)S(=O)(=O)N